N-[2-(2,6-dioxopiperidin-3-yl)-1-oxo-2,3-dihydro-1H-isoindol-4-yl]-N'-(2-{2-[2-(2λ5-triaz-1-en-2-yn-1-yl)ethoxy]ethoxy}ethyl)urea O=C1NC(CCC1N1C(C2=CC=CC(=C2C1)NC(=O)NCCOCCOCCN=N#N)=O)=O